aminolevulinate C(CC(=O)O)C(=O)CN